C(CCC)OC(CCCCCCCCCC\C=C/CCO)OCCCC (3Z)-15,15-dibutoxy-3-pentadecen-1-ol